FC(C(=O)O)(F)F.OC(C=1C(=NC=CC1C)C1=C2C(=NC=C1)C=C(S2)CN2C(C1C(C1C2=O)(C)C)=O)[C@@H]2CNCCO2 3-((7-(3-(hydroxy((S)-morpholin-2-yl)methyl)-4-methylpyridin-2-yl)thieno[3,2-b]pyridin-2-yl)methyl)-6,6-dimethyl-3-azabicyclo[3.1.0]hexane-2,4-dione 2,2,2-trifluoroacetate